C(C)OC=1C=C(C=CC1C=1NC(C2=C(N1)N(N=N2)CC2=CC=C(C=C2)OC)=O)C2=CC(=CC=C2)CCC#N 3-(3'-ethoxy-4'-(3-(4-methoxybenzyl)-7-oxo-6,7-dihydro-3H-[1,2,3]triazolo[4,5-d]pyrimidin-5-yl)-[1,1'-biphenyl]-3-yl)propanenitrile